tert-butyl [2-(6-bromo-4-fluoro-1H-benzimidazol-1-yl)-2-methylpropyl]carbamate BrC=1C=C(C2=C(N(C=N2)C(CNC(OC(C)(C)C)=O)(C)C)C1)F